CC1(OB(OC1(C)C)C1=CC=C2C=3C=CC(=CC3C3(C2=C1)CCCC3)C3=CC=CC=C3)C 4,4,5,5-tetramethyl-2-(2'-phenylspiro[cyclopentane-1,9'-fluoren]-7'-yl)-1,3,2-dioxaborolane